(4-isopropyl-phenyl)-{3-[5-(tetrahydro-pyran-4-yl)-[1,2,4]oxadiazol-3-yl]-phenyl}-methanol C(C)(C)C1=CC=C(C=C1)C(O)C1=CC(=CC=C1)C1=NOC(=N1)C1CCOCC1